(Z)-2-(4-(6-((2-(2,6-dioxopiperidin-3-yl)-1,3-dioxoisoindol-4-yl)amino)hexyl)piperazin-1-yl)-N-(5-((5-fluoro-2-oxoindole-3-ylidene)methyl)-4-methyl-1H-pyrrol-3-yl)acetamide O=C1NC(CCC1N1C(C2=CC=CC(=C2C1=O)NCCCCCCN1CCN(CC1)CC(=O)NC1=CNC(=C1C)\C=C\1/C(NC2=CC=C(C=C12)F)=O)=O)=O